[Si](C)(C)(C(C)(C)C)OCCOC1=C(CN2N=CC=3C2=NC(=NC3)C=3C(=NC=NC3OC)C3CC3)C=CC(=C1)C=1N(C=C(N1)C(F)(F)F)C(C)C 1-(2-(2-((tert-butyldimethylsilyl)oxy)ethoxy)-4-(1-isopropyl-4-(trifluoromethyl)-1H-imidazol-2-yl)benzyl)-6-(4-cyclopropyl-6-methoxypyrimidin-5-yl)-1H-pyrazolo[3,4-d]pyrimidine